O.[O-2].[Al+3].[O-2].[O-2].[Al+3] Aluminium oxid hydrat